OC1=C(C=C(C=CCO)C=C1OC)OC 4-hydroxy-3,5-dimethoxycinnamyl alcohol